(S)-4-[6-Fluoro-2-(5-fluoro-2-pyridyl)-6-(methoxymethyl)-5,7-dihydro-4H-pyrazolo[1,5-a]pyridin-3-yl]-6-methyl-1H-pyrazolo[3,4-b]pyridine F[C@]1(CCC=2N(C1)N=C(C2C2=C1C(=NC(=C2)C)NN=C1)C1=NC=C(C=C1)F)COC